FC(CF)OC=1C(=C(C=C(C1)CCCCC)O)C1C=C(CCC1C(=C)C)C 3-(1,2-Difluoroethoxy)-2-(3-methyl-6-prop-1-en-2-ylcyclohex-2-en-1-yl)-5-pentylphenol